N-((5-ethyl-1H-indazol-4-yl)methyl)-3,5-difluoro-4-methoxybenzamide C(C)C=1C(=C2C=NNC2=CC1)CNC(C1=CC(=C(C(=C1)F)OC)F)=O